COCC(=O)N(C=1SC(=C(N1)C(=O)NC1C(CC1)(C)C)C)C1=CC(=NC(=C1)F)F 2-[(2-methoxyacetyl)(2,6-difluoropyridin-4-yl)amino]-N-(2,2-dimethylcyclobutyl)-5-methylthiazol-4-carboxamide